4-(cyclohexylamino)-N-methyl-3-(2-(1-(pyridin-3-yl)pyrrolidin-3-yl)-2H-tetrazol-5-yl)benzenesulfonamide C1(CCCCC1)NC1=C(C=C(C=C1)S(=O)(=O)NC)C=1N=NN(N1)C1CN(CC1)C=1C=NC=CC1